5-(5-(2-(1,3-difluoropropan-2-yl)cyclopropyl)-6-methylpyridazine-3-yl)pyrimidine-2,4(1H,3H)-dione FCC(CF)C1C(C1)C=1C=C(N=NC1C)C=1C(NC(NC1)=O)=O